3-(3',3'-difluoro-6-oxo-6,8-dihydro-2H,7H-spiro[furo[2,3-e]isoindole-3,4'-piperidin]-7-yl)piperidine-2,6-dione trifluoroacetate FC(C(=O)O)(F)F.FC1(CNCCC12COC1=C3CN(C(C3=CC=C12)=O)C1C(NC(CC1)=O)=O)F